C(#N)C1=C(C=C(C=C1)C(N(C)C)=O)C(C(C)C=1N(C(C(=C(N1)C(=O)NC=1C=NOC1)OC)=O)C)C1=CC=CC=C1 2-[1-(2-cyano-5-(dimethylcarbamoyl)phenyl)-1-phenylpropan-2-yl]-5-methoxy-1-methyl-N-(1,2-oxazol-4-yl)-6-oxopyrimidine-4-carboxamide